C1(CCCCC1)N[C@H](CC1CCCCC1)C(=O)N1[C@@H](CN(CC1)C(=O)OC1=C(C=C(C=C1)CC#N)OC)C(NCC=1SC=CC1)=O 4-(cyanomethyl)-2-methoxyphenyl (3S)-4-(N,3-dicyclohexyl-D-alanyl)-3-[(thiophen-2-ylmethyl)carbamoyl]piperazine-1-carboxylate